(R)-N-(1-(4-carbamoyl-2-chlorophenyl)ethyl)-3-fluoro-N-(pyridin-3-ylmethyl)benzamide C(N)(=O)C1=CC(=C(C=C1)[C@@H](C)N(C(C1=CC(=CC=C1)F)=O)CC=1C=NC=CC1)Cl